CN1C2=C(C3=C1C(NN=C3)=O)SC(=N2)SC 4-methyl-2-(methylsulfanyl)-4H-thiazolo[5',4':4,5]Pyrrolo[2,3-d]Pyridazin-5(6H)-one